C(CCC)C1=NC=2C(=C3C(=NC2N)C=C(S3)C3CCN(CC3)C)N1CC1CCOCC1 2-butyl-7-(1-methylpiperidin-4-yl)-1-((tetrahydro-2H-pyran-4-yl)methyl)-1H-imidazo[4,5-d]thieno[3,2-b]pyridine-4-amine